methyl-1-oxa-4,9-diazaspiro[5.5]undecane-9-carboxamide CC1OC2(CNC1)CCN(CC2)C(=O)N